N1(CCCCCCC1)C=1C2=C(N=C(N1)OC[C@]13CCCN3C[C@@H](C1)F)C(=C(N=C2)C2=CC(=CC1=CC=C(C(=C21)CC)F)O)F 4-(4-(Azocan-1-yl)-8-fluoro-2-(((2R,7aS)-2-fluorotetrahydro-1H-pyrrolizin-7a(5H)-yl)methoxy)pyrido[4,3-d]pyrimidin-7-yl)-5-ethyl-6-fluoronaphthalen-2-ol